N-((2S)-1-((4-chloro-3-oxo-1-(2-oxo-1-azaspiro[4.5]decan-3-yl)butan-2-yl)amino)-4-methyl-1-oxopentan-2-yl)-4-methoxy-1H-indole-2-carboxamide ClCC(C(CC1C(NC2(C1)CCCCC2)=O)NC([C@H](CC(C)C)NC(=O)C=2NC1=CC=CC(=C1C2)OC)=O)=O